CN1N=C2C=C(C(=CC2=C1)NC(=O)C1=NC=C(N=C1)N1CC2(C1)CN(CCC2)C)OCC#C N-(2-methyl-6-(prop-2-yn-1-yloxy)-2H-indazol-5-yl)-5-(6-methyl-2,6-diazaspiro[3.5]nonan-2-yl)pyrazine-2-carboxamide